N[C@@H](C)C1CCN(CCC1)C(=O)OC(C)(C)C tert-Butyl 4-[(1S)-1-aminoethyl]azepane-1-carboxylate